((1S,4S,6R)-6-((3-fluoro-5-(trifluoromethyl)pyridin-2-yl)amino)-2-azabicyclo[2.2.1]heptan-2-yl)(2-(5-fluoropyrimidin-2-yl)phenyl)methanone FC=1C(=NC=C(C1)C(F)(F)F)N[C@@H]1C[C@@H]2CN([C@H]1C2)C(=O)C2=C(C=CC=C2)C2=NC=C(C=N2)F